tetrahexyl-ammonium hypochlorite Cl[O-].C(CCCCC)[N+](CCCCCC)(CCCCCC)CCCCCC